3-(2-(((2S,3S)-1,3-dihydroxybutan-2-yl)amino)-2-oxoacetyl)-N-(4-fluoro-3-methylphenyl)-5,6,7,8-tetrahydroindolizine-1-carboxamide OC[C@@H]([C@H](C)O)NC(C(=O)C1=CC(=C2CCCCN12)C(=O)NC1=CC(=C(C=C1)F)C)=O